[(4-{[(trans-4-ethyl-4-hydroxycyclohexyl)methyl]amino}-3-nitrophenyl)sulfonyl]-2-(1H-pyrrolo[2,3-b]pyridin-5-yloxy)benzamide C(C)C1(CCC(CC1)CNC1=C(C=C(C=C1)S(=O)(=O)C=1C(=C(C(=O)N)C=CC1)OC=1C=C2C(=NC1)NC=C2)[N+](=O)[O-])O